ClC1=CNC=2C1=NC(=CC2CN2C[C@H](CCC2)C)C(=O)OC methyl (S)-3-chloro-7-((3-methylpiperidin-1-yl)methyl)-1H-pyrrolo[3,2-b]pyridine-5-carboxylate